C(C)(C)(C)OC(=O)NCCSC=1C(=NC=CC1)C(=O)OC Methyl 3-((2-((tert-butoxycarbonyl)amino)ethyl)thio)picolinate